COCCOC1C=CC=C(N1)CCN1C(C2=CC=CC=C2C1=O)=O 2-(2-(6-(2-methoxyethoxy)-1,6-dihydropyridin-2-yl)ethyl)isoindoline-1,3-dione